CC=1C=C(C=C(C1)C)[P]C1=CC(=CC(=C1)C)C bis(3,5-dimethylphenyl)phosphorus